1,3-difluoro-2-(trifluoromethyl)benzene FC1=C(C(=CC=C1)F)C(F)(F)F